(2-dicyclohexylphosphino-2',6'-dimethoxy-1,1'-biphenyl) (2'-amino-1,1'-biphenyl-2-yl)methanesulfonate NC1=C(C=CC=C1)C1=C(C=CC=C1)CS(=O)(=O)O.C1(CCCCC1)P(C1=C(C=CC=C1)C1=C(C=CC=C1OC)OC)C1CCCCC1